FC(C1=CC=C(C=C1)C1=NC=2N(C3=CC=CC=C13)C=C(C2)C(=O)OC)(F)F methyl 5-(4-(trifluoromethyl)phenyl)pyrrolo[1,2-a]quinazoline-2-carboxylate